titanium(IV) tetrakis(2-ethylhexanolate) C(C)C(C[O-])CCCC.C(C)C(C[O-])CCCC.C(C)C(C[O-])CCCC.C(C)C(C[O-])CCCC.[Ti+4]